ClC1=CC2=C(N=C(N=C2)C=2C(=NC=NC2OC)C2CC2)NC1=O 6-chloro-2-(4-cyclopropyl-6-methoxypyrimidin-5-yl)-8H-pyrido[2,3-d]pyrimidin-7-one